2-(7-((2s,5r)-4-(2,3-dihydro-1H-inden-1-yl)-2,5-diethylpiperazin-1-yl)-4-methyl-1-methyl-5-oxo-4,5-dihydro-2H-pyrazolo[4,3-b]Pyridin-2-yl)acetonitrile C1(CCC2=CC=CC=C12)N1C[C@@H](N(C[C@H]1CC)C=1C2=C(N(C(C1)=O)C)CN(N2C)CC#N)CC